OC[C@H](C1=CC=CC=C1)NC1=NC(=NC=C1C=1OC(=NN1)C=1C=NC=CC1)NC1=CC2=C(C(OC2(C)C)=O)C=C1 5-[(4-{[(1S)-2-hydroxy-1-phenylethyl]amino}-5-[5-(pyridin-3-yl)-1,3,4-oxadiazol-2-yl]pyrimidin-2-yl)amino]-3,3-dimethyl-1,3-dihydro-2-benzofuran-1-one